FC1=C(C(=CC(=C1)C#CC1=CC=CC=C1)F)N1C(N2[C@](CC1=O)(C(N(CC2)CC2=C(C=CC=C2C)C)=O)C)=O |r| (9aRS)-7-[2,6-difluoro-4-(2-phenylethynyl)phenyl]-2-[(2,6-dimethylphenyl)methyl]-9a-methyl-4,9-dihydro-3H-pyrazino[1,2-c]pyrimidine-1,6,8-trione